O=C1NC(CCC1N1C(C2=CC=CC(=C2C1=O)NCCCC1CCN(CC1)C(=O)C1=CC=C(C(=O)NC2=CC3=C(NC(=N3)CN3[C@H](CCC3)C)C=C2)C=C1)=O)=O 4-(4-(3-((2-(2,6-dioxopiperidin-3-yl)-1,3-dioxoisoindolin-4-yl)amino)propyl)piperidine-1-carbonyl)-N-(2-(((S)-2-methylpyrrolidin-1-yl)methyl)-1H-benzo[d]imidazol-5-yl)benzamide